C(#N)C1=CC=C(COC2=C(C=CC(=N2)C2=CC(=C(CC3=NC4=C(N3CCOC)C(=C(C=C4)C(=O)O)F)C=C2F)F)F)C=C1 2-(4-(6-((4-cyanobenzyl)oxy)-5-fluoropyridin-2-yl)-2,5-difluorobenzyl)-7-fluoro-1-(2-methoxyethyl)-1H-benzo[d]imidazole-6-carboxylic acid